CN(CCCCCCCCCC)C N,N-dimethyldecaneamine